Methyl 2-(but-3-en-2-yl)-4-methoxy-1-methyl-3-oxoindoline-2-carboxylate CC(C=C)C1(N(C2=CC=CC(=C2C1=O)OC)C)C(=O)OC